C(C)(C)(C)OC(=O)NC=1SC=C(N1)/C(/C(=O)O)=C/CC (Z)-2-(2-tert-butoxycarbonylaminothiazol-4-yl)-2-pentenoic acid